ClC=1C(N(C=CC1OC([2H])([2H])C1=NC=C(C=C1F)F)C1=CC(=NC(=C1C)C)N1N=C(C=C1)C(C)(C)O)=O (S)-3-chloro-4-((3,5-difluoropyridin-2-yl)methoxy-d2)-2'-(3-(2-hydroxypropan-2-yl)-1H-pyrazol-1-yl)-5',6'-dimethyl-2H-[1,4'-bipyridin]-2-one